C(CCCCCCCCCCCCCCCCCCCCC)C(CCCCCCCCCCCCCCCCCCCCC)O behenyl-(1-docosanol)